OCC1CN(C(O1)=O)C1=CC2=C(N(C(O2)=O)C(C2=CC=CC=C2)(C2=CC=CC=C2)C2=CC=CC=C2)C=C1 6-[5-(hydroxymethyl)-2-oxo-1,3-oxazolidin-3-yl]-3-(triphenylmethyl)-2,3-dihydro-1,3-benzoxazol-2-one